ClC=1C=C2C=CN=CC2=C(C1)C=O 6-chloroisoquinoline-8-Carboxaldehyde